2-(3-fluorophenyl)-3-(phenylseleno)-4H-pyridin FC=1C=C(C=CC1)C1=NC=CCC1[Se]C1=CC=CC=C1